C(C)OCC=1N(C2=C(C(=NC=3C=CC=CC23)NC(OCC2=CC=C(C=C2)O[C@H]2O[C@@H]([C@H]([C@@H]([C@@H]2O)O)O)CO)=O)N1)CC(C)(C)O 4-(((2R,3S,4S,5S,6R)-3,4,5-trihydroxy-6-(hydroxymethyl)tetrahydro-2H-pyran-2-yl)oxy)benzyl (2-(ethoxymethyl)-1-(2-hydroxy-2-methylpropyl)-1H-imidazo[4,5-c]quinolin-4-yl)carbamate